4-[4-[[4-Chloro-3-(trifluoromethyl)phenyl]carbamoylamino]phenoxy]-N-cyclohexyl-pyridine-2-carboxamide ClC1=C(C=C(C=C1)NC(=O)NC1=CC=C(OC2=CC(=NC=C2)C(=O)NC2CCCCC2)C=C1)C(F)(F)F